2-(4-Fluoro-2-methylphenoxy)-4-(trifluoromethyl)benzoic acid FC1=CC(=C(OC2=C(C(=O)O)C=CC(=C2)C(F)(F)F)C=C1)C